C(C=C)N1CCN(CC1)C(C)=O 1-(4-allylpiperazin-1-yl)ethan-1-one